OCCN1CCN(CC1)C1=NC(=NC=C1C(=O)O)SC (4-(2-hydroxyethyl)piperazin-1-yl)-2-(methylthio)pyrimidine-5-carboxylic acid